4-((1R,5S)-6,6-difluoro-3-azabicyclo[3.1.0]hexan-3-yl)-6,7-dimethyl-2-((2S)-2-(1-methyl-1H-pyrazol-4-yl)-4-morpholinyl)pteridine FC1([C@@H]2CN(C[C@H]12)C1=NC(=NC2=NC(=C(N=C12)C)C)N1C[C@@H](OCC1)C=1C=NN(C1)C)F